C(C(C)(C)C)(=O)CC(C(C)(C)C)=O.C(C(C)(C)C)(=O)CC(C(C)(C)C)=O.C(C(C)(C)C)(=O)CC(C(C)(C)C)=O.[Mn] Manganese tris(dipivaloylmethane)